methyl 4-(4-((3-ethyl-9-fluoro-2-oxo-2,3-dihydro-1H-pyrimido[4,5,6-de]quinazolin-8-yl) methyl) piperazin-1-yl)-3-methylbenzoate C(C)N1C(NC2=C(C(=CC=3C2=C1N=CN3)CN3CCN(CC3)C3=C(C=C(C(=O)OC)C=C3)C)F)=O